2,2-dimethyl-4H-1,4-benzoxazin-3(2H)-one CC1(OC2=C(NC1=O)C=CC=C2)C